methyl normal butyl ketone C(CCC)C(=O)C